C1(CC1)CC(=O)NC=1C=C(SC1)C1=CN=CC(=N1)C1=CC(=C(C(=O)NC=2OC=NN2)C=C1)OC 4-(6-(4-(2-cyclopropylacetamido)thiophen-2-yl)pyrazin-2-yl)-2-methoxy-N-(1,3,4-oxadiazol-2-yl)benzamide